NC=1C(=C(C(=O)NCC)C(=CC1)F)F 3-amino-N-ethyl-2,6-difluorobenzamide